isopropyl (3R,4R)-3-(2-chlorophenyl)-4-(4-fluoro-4-(((R,Z)-4-(methylsulfonyl)but-3-en-2-yl)carbamoyl)piperidine-1-carbonyl)pyrrolidine-1-carboxylate ClC1=C(C=CC=C1)[C@@H]1CN(C[C@@H]1C(=O)N1CCC(CC1)(C(N[C@H](C)\C=C/S(=O)(=O)C)=O)F)C(=O)OC(C)C